5-(2,4-difluoro-5-methylphenyl)-N-(1-(piperidin-4-yl)-1H-pyrazol-4-yl)imidazo[1,2-a]pyrazin-8-amine FC1=C(C=C(C(=C1)F)C)C1=CN=C(C=2N1C=CN2)NC=2C=NN(C2)C2CCNCC2